5-bromo-6-trifluoromethyl-pyridin-3-yl 2,4,6-tri-O-acetyl-3-deoxy-3-[4-(2-thiazolyl)-1H-1,2,3-triazol-1-yl]-1-thio-alpha-D-galactopyranoside C(C)(=O)O[C@H]1[C@@H](SC=2C=NC(=C(C2)Br)C(F)(F)F)O[C@@H]([C@@H]([C@@H]1N1N=NC(=C1)C=1SC=CN1)OC(C)=O)COC(C)=O